[Na].Cl hydrochloride sodium salt